(S)-N-(1-methylpyrrolidin-3-yl)-7-morpholino-5-(3-(m-tolyl)-1H-pyrazol-1-yl)pyrazolo[1,5-a]pyrimidine-2-carboxamide CN1C[C@H](CC1)NC(=O)C1=NN2C(N=C(C=C2N2CCOCC2)N2N=C(C=C2)C=2C=C(C=CC2)C)=C1